CC1=NNC(C2=C1N=CC=C2)(NC2CNCCC2)C2=C(C=CC=C2)O 8-methyl-2-(5-((piperidin-3-yl)amino)pyrido[2,3-d]pyridazin-5-yl)phenol